CC1(N=COC1)C 4,4-dimethyl-4,5-dihydro-1,3-oxazole